N(=[N+]=[N-])C1CCNCC1 (2S,4S)-4-azidopiperidin